8-chloro-1,3-dihydrofuro[3,4-c][1,7]Naphthyridine-4-amine ClC1=CC=2C3=C(C(=NC2C=N1)N)COC3